2-((1S,2R)-1-(2-chloro-5-fluorophenyl)-1-(1-(2-hydroxy-2-methylpropyl)-1H-pyrazol-4-yl)propan-2-yl)-5-hydroxy-N-(isoxazol-4-yl)-1-methyl-6-oxo-1,6-dihydropyrimidine-4-carboxamide ClC1=C(C=C(C=C1)F)[C@@H]([C@@H](C)C=1N(C(C(=C(N1)C(=O)NC=1C=NOC1)O)=O)C)C=1C=NN(C1)CC(C)(C)O